O=S1(C[C@@H](C=C1)N1C(C=2C=CC(=NC2C=C1)C1=CC=C(C=C1)OC)=O)=O (R)-6-(1,1-Dioxo-2,3-Dihydrothien-3-yl)-2-(4-methoxyphenyl)-1,6-naphthyridin-5(6H)-one